CC1(OB(C=2C1=NC=CC2)O)C 3,3-dimethyl-[1,2]oxaborolo[4,3-b]pyridin-1(3H)-ol